tert-butyl 4-(7-(2-fluorophenyl)-1-neopentyl-2-oxo-1,2-dihydro-1,8-naphthyridin-4-yl)piperazine-1-carboxylate FC1=C(C=CC=C1)C1=CC=C2C(=CC(N(C2=N1)CC(C)(C)C)=O)N1CCN(CC1)C(=O)OC(C)(C)C